C(CCC)N1N=C(C(=C1Cl)C=O)C(F)(F)F 1-BUTYL-5-CHLORO-3-(TRIFLUOROMETHYL)-1H-PYRAZOLE-4-CARBALDEHYDE